(R)-1-((2-aminoethyl)amino)-3-(3,4-bis((4-fluorobenzyl)oxy)phenoxy)propan-2-ol NCCNC[C@H](COC1=CC(=C(C=C1)OCC1=CC=C(C=C1)F)OCC1=CC=C(C=C1)F)O